tert-butyl 8-(4-bromo-2-pyridyl)-5-oxa-2,8-diazaspiro[3.5]nonane-2-carboxylate BrC1=CC(=NC=C1)N1CCOC2(CN(C2)C(=O)OC(C)(C)C)C1